[nitrilotris(methylene)]triphosphonic acid N(CP(O)(O)=O)(CP(O)(O)=O)CP(O)(O)=O